FC=1C(=NC(=NC1)NC1=CC=C(C=C1)S(=O)(=O)N)N1CCOC2(CCCC2)C1 4-[(5-fluoro-4-{6-oxa-9-azaspiro[4.5]decan-9-yl}pyrimidin-2-yl)amino]benzenesulfonamide